BrC(C(=O)NC1=NC=C(C=C1)C1=NOC=C1)C 2-bromo-N-(5-(isoxazol-3-yl)pyridin-2-yl)propionamide